[9-(difluoromethyl)-3-fluoro-pyrido[2,3-b]indol-7-yl] triflate O(S(=O)(=O)C(F)(F)F)C1=CC=C2C3=C(N(C2=C1)C(F)F)N=CC(=C3)F